C(C)(C)(C)OC(=O)N\C(=N/C(=O)OC(C)(C)C)\NCCC[C@@H](C(=O)O)NC(=O)OC(C)(C)C (2S)-5-[[(Z)-N,N'-bis-(tert-butoxycarbonyl)carbamimidoyl]amino]-2-(tert-butoxycarbonylamino)pentanoic acid